N(=NC(C#N)(C(C)(C)C)C)C(C#N)(C(C)(C)C)C azobis(dimethylisovaleronitrile)